NCCN1CCNCC1 1-(2'-aminoethyl)piperazine